C(#N)C1=C(C=C(C=2CCOC21)CN2N=CC(=C2)CNC(OC(C)(C)C)=O)F tert-Butyl ((1-((7-cyano-6-fluoro-2,3-dihydrobenzofuran-4-yl)methyl)-1H-pyrazol-4-yl)methyl)carbamate